N-((1S,3R)-3-(6-amino-3-(methyl-d3)-2-oxo-2,3-dihydro-1H-imidazo[4,5-c]pyridin-1-yl)-1-methylcyclopentyl)acetamide NC1=CC2=C(C=N1)N(C(N2[C@H]2C[C@@](CC2)(C)NC(C)=O)=O)C([2H])([2H])[2H]